C(CCCCCCCCCCC)[N+]1=C(C=CC=C1)C dodecyl-picolinium